The molecule is a phenolate anion that is the conjugate base of phenol obtained by deprotonation of the OH group. It has a role as a human xenobiotic metabolite. It is a conjugate base of a phenol. C1=CC=C(C=C1)[O-]